N1(N=NC2=C1C=CC=C2)C2=NC=NC1=CC=C(C(=C21)Cl)N 4-(1H-Benzo[d][1,2,3]triazol-1-yl)-5-chloroquinazolin-6-amine